methyl-(2R,4R)-4-((6-((1-(tert-butoxycarbonyl)-5-methyl-1H-pyrazol-3-yl) amino) pyrazin-2-yl) methyl)-1-(3-chloro-2-fluorobenzyl)-2-methylpiperidine-4-carboxylate COC(=O)[C@]1(C[C@H](N(CC1)CC1=C(C(=CC=C1)Cl)F)C)CC1=NC(=CN=C1)NC1=NN(C(=C1)C)C(=O)OC(C)(C)C